tert-butyl 4-(3-(methylamino)pyridin-2-yl)piperazine-1-carboxylate CNC=1C(=NC=CC1)N1CCN(CC1)C(=O)OC(C)(C)C